(S)-4-chloro-N-(3-methyl-5-(phenylethynyl)pyridin-2-yl)-1-((tetrahydrofuran-3-yl)methyl)-1H-pyrazole-5-carboxamide ClC=1C=NN(C1C(=O)NC1=NC=C(C=C1C)C#CC1=CC=CC=C1)C[C@H]1COCC1